1,6-bis(methacryloxy-2-ethoxycarbonylamino)-2,4,4-trimethyl-hexane C(C(=C)C)(=O)ON(CC(CC(CCN(C(=O)OCC)OC(C(=C)C)=O)(C)C)C)C(=O)OCC